C(C)(C)(C)OC(=O)N1C[C@H](CCC1)NC=1N=CC2=CC=C(C(=C2C1)O)C#N (S)-3-((6-cyano-5-hydroxyisoquinolin-3-yl)amino)piperidine-1-carboxylic acid tert-butyl ester